CN1CCN(CC1)C=1C=CC(=NC1)CN (5-(4-methylpiperazin-1-yl)pyridin-2-yl)methylamine